4-(2-amino-2-methylpropanoyl)-N-(1-(4-(2-(exo-6-(aminomethyl)-3-azabicyclo[3.1.0]hexan-3-yl)pentyl)phenyl)-2-oxo-1,2-dihydropyrimidin-4-yl)piperazine-1-carboxamide Hydrochloride Salt Cl.NC(C(=O)N1CCN(CC1)C(=O)NC1=NC(N(C=C1)C1=CC=C(C=C1)CC(CCC)N1CC2C(C2C1)CN)=O)(C)C